hydroxy-N,N,2-trimethyl-1-(methylsulfonyl)-1H-benzo[d]imidazole-6-carboxamide OC1=CC(=CC=2N(C(=NC21)C)S(=O)(=O)C)C(=O)N(C)C